3-phenylthiophene C1(=CC=CC=C1)C1=CSC=C1